ClC1=CC=C(C=C1)NN N-R-4-chlorophenylhydrazine